The molecule is a monoterpenoid that is propanal substituted by a 4-methylcyclohex-3-en-1-yl group at position 2. It has a role as a metabolite. It is a monoterpenoid and an aldehyde. It derives from a hydride of a p-menthane. CC1=CCC(CC1)C(C)C=O